N-(4-chlorobenzyl)-1,7-diisobutyl-1,2,3,3a,7,7a-hexahydro-6H-3,6-methanopyrrolo[3,2-c]pyridine-6-carboxamide ClC1=CC=C(CNC(=O)C23C(C4C(C=N2)C(CN4CC(C)C)C3)CC(C)C)C=C1